ClC1=C(C(=CC=C1)F)NC(=O)N1CC2=C(CC1)SC(=C2)C2=NOC(=N2)C(F)(F)F N-(2-chloro-6-fluorophenyl)-2-(5-(trifluoromethyl)-1,2,4-oxadiazol-3-yl)-6,7-dihydrothieno[3,2-c]pyridine-5(4H)-carboxamide